2-(4-(2-Chloropropionyl)benzyl)cyclopentanone ClC(C(=O)C1=CC=C(CC2C(CCC2)=O)C=C1)C